1-(1-((4-fluorophenyl)sulfonyl)piperidin-3-yl)-6-(pyridin-4-yl)-1H-benzo[d]imidazole FC1=CC=C(C=C1)S(=O)(=O)N1CC(CCC1)N1C=NC2=C1C=C(C=C2)C2=CC=NC=C2